C1(C(O1)C(=O)O)C(=O)O Epoxysuccinic acid